C(N)(=N)C=1C=C(SC1)[C@@H](C)NC(=O)[C@H]1N(CC2(OCCO2)C1)C(CNC(=O)C1=CC2=CC3=CC=CC=C3C(=C2C=C1)C)=O (S)-N-((R)-1-(4-carbamimidoylthiophen-2-yl)ethyl)-7-((10-methylanthracene-2-carbonyl)glycyl)-1,4-dioxa-7-azaspiro[4.4]nonane-8-carboxamide